COC=1C=C(C=CC1NC1=CC=NC2=CC(=CC=C12)C)C(=O)N1CC(C1)OC (3-methoxy-4-((7-methyl-quinolin-4-yl)-amino)phenyl)-(3-methoxy-azetidin-1-yl)-methanone